CCCCCCCCCCCCCCCC(=O)OC[C@H](COP(=O)([O-])OC1[C@@H]([C@H](C([C@H]([C@H]1O)O)O)O)O)O The molecule is a 1-acyl-sn-glycero-3-phospho-1D-myo-inositol(1-) in which the acyl group is specified as hexadecanoyl (palmitoyl); major species at pH 7.3. It is a 1-acyl-sn-glycero-3-phospho-1D-myo-inositol(1-) and a lysophosphatidylinositol 16:0(1-). It is a conjugate base of a 1-hexadecanoyl-sn-glycero-3-phospho-D-myo-inositol.